3-pentoxy-N,N-dipropylpropanamide C(CCCC)OCCC(=O)N(CCC)CCC